tert-butyl(3-(7-bromo-3-oxo-2,3-dihydro-4H-benzo[b][1,4]oxazin-4-yl)propyl)(methyl)carbamate C(C)(C)(C)OC(N(C)CCCN1C2=C(OCC1=O)C=C(C=C2)Br)=O